NC=1C=C2C(=NC1C(C)(C)O)OC1=C2C=CC=C1 2-(3-aminobenzofurano[2,3-b]pyridin-2-yl)propan-2-ol